FCCCN1C[C@H](CC1)OC1=CC=C(C=C1)C1=C(CCCC2=C1C=CC(=C2)O)C2=C(C=C(C(=C2)C)OC)C 5-[4-[(3S)-1-(3-fluoropropyl)pyrrolidin-3-yl]oxyphenyl]-6-(4-methoxy-2,5-dimethyl-phenyl)-8,9-dihydro-7H-benzo[7]annulen-2-ol